N-((1S)-1-cyclohexyl-2-((2-((R)-4-isopropyl-2-oxoimidazolidin-1-yl)-2-(methylcarbamoyl)-2,3-dihydro-1H-inden-5-yl)amino)-2-oxoethyl)nicotinamide C1(CCCCC1)[C@@H](C(=O)NC=1C=C2CC(CC2=CC1)(C(NC)=O)N1C(N[C@@H](C1)C(C)C)=O)NC(C1=CN=CC=C1)=O